N-(4-(cyanomethyl)phenyl)-2-isopropyl-5,5-dimethylcyclohexanecarboxamide C(#N)CC1=CC=C(C=C1)NC(=O)C1C(CCC(C1)(C)C)C(C)C